C1(=CC=CC=C1)C(C)C=1C(=C(C=CC1)NC1=CC=CC=C1)C(C)C1=CC=CC=C1 bis(α-phenylethyl)diphenylamine